2-amino-N-cyclopropyl-5-{2-[(1S)-1-cyclopropyl-2,2,2-trifluoroethyl]-7-methanesulfonamido-1-oxo-2,3-dihydro-1H-isoindol-5-yl}pyrazolo[1,5-a]pyrimidine-3-carboxamide NC1=NN2C(N=C(C=C2)C=2C=C3CN(C(C3=C(C2)NS(=O)(=O)C)=O)[C@H](C(F)(F)F)C2CC2)=C1C(=O)NC1CC1